C1(CCCCC1)OC(CC)=O (S)-1-(cyclohexyloxy)-1-oxopropane